sodium 4-(2,2,2-trifluoroethoxy)-1H-pyrrolo[3,2-c]pyridine-2-carboxylate FC(COC1=NC=CC2=C1C=C(N2)C(=O)[O-])(F)F.[Na+]